3-(3,3-difluorobutyl)-8-methoxy-2,3-dihydrobenzo[b][1,4]thiazepin-4(5H)-one FC(CCC1C(NC2=C(SC1)C=C(C=C2)OC)=O)(C)F